2-nicotinoyl-L-serine C(C1=CN=CC=C1)(=O)[C@](N)(CO)C(=O)O